Mononatrium diphosphat [O-]P(O)(=O)OP(=O)(O)O.[Na+]